Quinoxaline-2,3-diol N1=C(C(=NC2=CC=CC=C12)O)O